1-bromo-3-(tert-butoxy)-5-fluorobenzene BrC1=CC(=CC(=C1)F)OC(C)(C)C